7-((3-methyl-4-phenoxybenzoyl)glycinyl)-1,4-dioxa-7-azaspiro[4.4]nonane-8-carboxamide CC=1C=C(C(=O)NCC(=O)N2CC3(OCCO3)CC2C(=O)N)C=CC1OC1=CC=CC=C1